9,9-bis(6-(2-hydroxyethoxy)naphthalen-2-yl)fluorene OCCOC=1C=C2C=CC(=CC2=CC1)C1(C2=CC=CC=C2C=2C=CC=CC12)C1=CC2=CC=C(C=C2C=C1)OCCO